O1C(OCCC1)CCN1C2=NC(=NC(=C2N=C1)N1CCOCC1)Cl 4-(9-(2-(1,3-dioxan-2-yl)ethyl)-2-chloro-9H-purin-6-yl)morpholine